N-cyclopentyl-2-oxo-2-(p-tolyl)thioacetamide C1(CCCC1)NC(C(C1=CC=C(C=C1)C)=O)=S